6,7-bis[(2-aminoethyl)amino]-benzo[G]isoquinoline-5,10-dione NCCNC1=C(C=CC2=C1C(C=1C=CN=CC1C2=O)=O)NCCN